C[C@@H]1OCCC(C1)C1=NC2=CC=C(C=C2C=C1)C=C 2-((2S)-2-methyltetrahydro-2H-pyran-4-yl)-6-vinylquinoline